COC1=NC(=NN2C1=C(C=C2)C=2C=CC1=C(N(N=N1)C)C2)NC2CC(C2)(C)N2C(CCC2)=O 1-(trans-3-((4-methoxy-5-(1-methyl-1H-benzo[d][1,2,3]triazol-6-yl)pyrrolo[2,1-f][1,2,4]triazin-2-yl)amino)-1-methylcyclobutyl)pyrrolidin-2-one